FC(C1=NC(=NC=C1)O)F 4-(difluoromethyl)pyrimidin-2-ol